ethyl-N-phenylformamide C(C)N(C=O)C1=CC=CC=C1